((3-Chloropyridin-2-yl)amino)-3-((9-methoxy-1,3,4,6,11,11a-hexahydro-2H-pyrido[1,2-b]isoquinolin-8-yl)amino)-1,2,4-triazine-6-carboxamide ClC=1C(=NC=CC1)NC=1N=C(N=NC1C(=O)N)NC=1C(=CC=2CC3N(CC2C1)CCCC3)OC